C(CCCCCCCC=C)C=1OCCN1 2-(9-decenyl)-1,3-oxazoline